OC1=C2C(CC(OC2=CC(=C1)O)C1=C(C(=CC=C1)O)OC)=O 5,7,3'-trihydroxy-2'-methoxyflavanone